CN1N=CC(=C1C)C(CNC(=O)C=1C(=C(C(=CC1)F)F)C1=CC=C(C=C1)C(F)(F)F)=O N-[2-(1,5-dimethyl-1H-pyrazol-4-yl)-2-oxoethyl]-5,6-difluoro-4'-(trifluoromethyl)[biphenyl]-2-carboxamide